5-{5,5'-difluoro-[3,3'-bipyridin]-2-yl}-1-methylpyrrolidine-3-carboxylic acid methyl ester COC(=O)C1CN(C(C1)C1=NC=C(C=C1C=1C=NC=C(C1)F)F)C